BrC1=C(N=C2N(C1=O)C=CS2)N[C@@H]2C[C@@H](CN(C2)C)C2=CC=C(OCCN1CC3(C1)CCN(CC3)C(=O)OC(C)(C)C)C=C2 tert-butyl 2-(2-(4-((3R,5R)-5-((6-bromo-5-oxo-5H-thiazolo[3,2-a]pyrimidin-7-yl) amino)-1-methylpiperidin-3-yl) phenoxy) ethyl)-2,7-diazaspiro[3.5]nonane-7-carboxylate